2-[2-hydroxy-5-(acryloyloxyethyl)phenyl]-5-t-butyl-2H-benzotriazole OC1=C(C=C(C=C1)CCOC(C=C)=O)N1N=C2C(=N1)C=CC(=C2)C(C)(C)C